di-isopropoxybis(ethoxyacetoacetyl)titanium C(C)(C)O[Ti](C(CC(=O)COCC)=O)(C(CC(=O)COCC)=O)OC(C)C